Cl.CN1C[C@H](CC1)C(=O)NC1=NC=C(C=C1)N1CCNCC1 (S)-1-methyl-N-(5-(piperazin-1-yl)pyridin-2-yl)pyrrolidine-3-carboxamide hydrochloride